[(1R,2S,4R)-4-{[5-({4-[(4-bromo-2-cyano-1H-pyrrol-1-yl)methyl]-5-methyl-2-thienyl}carbonyl)pyrimidin-4-yl]amino}-2-hydroxycyclopentyl]methyl sulfamate S(N)(OC[C@@H]1[C@H](C[C@@H](C1)NC1=NC=NC=C1C(=O)C=1SC(=C(C1)CN1C(=CC(=C1)Br)C#N)C)O)(=O)=O